6-acetoxy-7-methoxyquinazoline C(C)(=O)OC=1C=C2C=NC=NC2=CC1OC